FC(O)(F)F trifluoromethanol